3-(6-(7-hydroxyoct-1-yn-1-yl)-1-oxoisoindolin-2-yl)piperidine-2,6-dione OC(CCCCC#CC1=CC=C2CN(C(C2=C1)=O)C1C(NC(CC1)=O)=O)C